C(C1=CC=CC=C1)C1=CC(=CC(=N1)C(=O)N(C)CC1CC1)C(=O)N 6-benzyl-N-(cyclopropylmethyl)-N-methylpyridine-2,4-dicarboxamide